COCCOC=1SC(=CN1)C=O (2-methoxyethoxy)thiazole-5-carbaldehyde